Propan-2-yl 6-methyl-2-(2-{[7-(5-methyl-1,2,4-oxadiazol-3-yl)isoquinolin-1-yl]amino}ethyl)-1H-imidazo[4,5-b]pyridine-5-carboxylate CC=1C=C2C(=NC1C(=O)OC(C)C)N=C(N2)CCNC2=NC=CC1=CC=C(C=C21)C2=NOC(=N2)C